(2S,4S)-1-(3,4-dimethyl-2-(p-tolyl)-2H-pyrazolo[3,4-d]pyridazin-7-yl)-N-(3-(dimethylamino)propyl)-2-methylpiperidine-4-carboxamide CC=1N(N=C2C(=NN=C(C21)C)N2[C@H](C[C@H](CC2)C(=O)NCCCN(C)C)C)C2=CC=C(C=C2)C